C(C)C=1C(=NC=C(N1)NC1CCOCC1)C(=O)N ethyl-5-(tetrahydropyran-4-ylamino)pyrazine-2-carboxamide